CC1CN(CC(N1C=1N=CC2=C(N1)C(=NN2)C2=CC=C(C=C2)C2CN(CC2)C)C)C(=O)[O-] 3,5-dimethyl-4-(3-(4-(1-methylpyrrolidin-3-yl)phenyl)-1H-pyrazolo[4,3-d]pyrimidin-5-yl)piperazine-1-carboxylate